F[C@@H]1CN(CC[C@@H]1C)CC1=CC(=C2CN(C(C2=C1)=O)C1=CC(=CC=C1)C1(COC1)CC1=NN=CN1C)C(F)(F)F 6-(((3S,4S)-3-fluoro-4-methylpiperidin-1-yl)methyl)-2-(3-(3-((4-methyl-4H-1,2,4-triazol-3-yl)methyl)oxetan-3-yl)phenyl)-4-(trifluoromethyl)isoindolin-1-one